2-((6-(2-hydroxyethoxy)-benzo[d]oxazol-2-yl)-amino)-1-methyl-1H-benzo[d]imidazole-5-carboxylic acid OCCOC1=CC2=C(N=C(O2)NC2=NC3=C(N2C)C=CC(=C3)C(=O)O)C=C1